NC1(CS(C1)(=O)=O)C1=CC=C(C=C1)C=1C2=C(N=C(N1)N1[C@H](CC1)C(F)(F)F)C(CC2)(F)F (R)-3-amino-3-(4-(7,7-difluoro-2-(2-(trifluoromethyl)azetidin-1-yl)-6,7-dihydro-5H-cyclopenta[d]pyrimidin-4-yl)phenyl)thietane 1,1-dioxide